5-((2S)-2-((2-hydroxy-3-oxo-3-(4-(5-(trifluoromethyl)pyrimidin-2-yl)piperazin-1-yl)propoxy)methyl)azetidin-1-yl)-4-(trifluoromethyl)pyridazin-3(2H)-one OC(COC[C@H]1N(CC1)C1=C(C(NN=C1)=O)C(F)(F)F)C(N1CCN(CC1)C1=NC=C(C=N1)C(F)(F)F)=O